(rac)-2-(6-amino-5-cyanopyridin-3-yl)-N-[2-(4-fluorophenyl)propan-2-yl]-6,7-dihydrospiro[pyrazolo[5,1-c][1,4]oxazine-4,3'-pyrrolidine]-1'-carboxamide NC1=C(C=C(C=N1)C1=NN2C(=C1)[C@@]1(CN(CC1)C(=O)NC(C)(C)C1=CC=C(C=C1)F)OCC2)C#N |r|